4-{5-amino-[1,2,4]triazolo[1,5-a]pyrimidin-7-yl}-3-methylbenzonitrile NC1=NC=2N(C(=C1)C1=C(C=C(C#N)C=C1)C)N=CN2